1-(4-(6-(2-bromo-5-hydroxyphenyl)-5-chloro-7-fluorobenzo[c]isothiazol-3-yl)piperazin-1-yl)prop-2-en-1-one BrC1=C(C=C(C=C1)O)C=1C(=CC=2C(=NSC2N2CCN(CC2)C(C=C)=O)C1F)Cl